[Br-].C(C)N1CN(C(=C1C1=CC=C(C=C1)OC)C1=CC=C(C=C1)OC)CC N1,N3-diethyl-4,5-bis(4'-methoxyphenyl)imidazole bromide